CNS(OCC(=O)N(CC)C=1SC(=C(N1)C)CC1=CC(=CC=C1)Cl)(=O)=O 2-((5-(3-chlorobenzyl)-4-methylthiazol-2-yl)(ethyl)amino)-2-oxoethyl methylsulfamate